6-fluoro-4-methoxy-2-(2-quinolyl)-5-trifluoromethylpyrimidine FC1=C(C(=NC(=N1)C1=NC2=CC=CC=C2C=C1)OC)C(F)(F)F